NC=1C(=NC(=C(N1)F)Br)C=1C=C2C(=C(NC(C2=CC1)=O)C)Cl 6-(3-amino-6-bromo-5-fluoropyrazin-2-yl)-4-chloro-3-methylisoquinolin-1(2H)-one